FC=1C=C2C(=CNC(C2=CC1F)=O)C(C)N(C(C1=CC(=C(C=C1)F)F)=O)C N-(1-(6,7-Difluoro-1-oxo-1,2-dihydroisoquinolin-4-yl)ethyl)-3,4-difluoro-N-methylbenzamide